1,4-Dinitrosopiperazine N(=O)N1CCN(CC1)N=O